3-(4-bromophenyl)-7-hydroxy-4H-chromen-4-one BrC1=CC=C(C=C1)C1=COC2=CC(=CC=C2C1=O)O